(2R)-2-[[(3S)-5-chloro-8-hydroxy-3-methyl-1-oxo-3,4-dihydroisochromene-7-carbonyl]amino]-3-phenylpropanoic acid ClC1=C2C[C@@H](OC(C2=C(C(=C1)C(=O)N[C@@H](C(=O)O)CC1=CC=CC=C1)O)=O)C